1-cyclopropyl-4-bromo-1H-1,2,4-triazole C1(CC1)N1N=CN(C1)Br